(4-(chloro)phenyl)hydrazine ClC1=CC=C(C=C1)NN